ethyl [3-[2-chloro-4-fluoro-5-(1-methyl-6-trifluoromethyl-2,4-dioxo-1,2,3,4-tetrahydropyrimidine-3-yl)phenoxy]-2-pyridyloxy]acetate ClC1=C(OC=2C(=NC=CC2)OCC(=O)OCC)C=C(C(=C1)F)N1C(N(C(=CC1=O)C(F)(F)F)C)=O